N1=CC=NC2=CC(=CC=C12)NC(C(CCC)N1C(C=C(C(=C1)OC)C1=C(C=CC(=C1)Cl)N1N=NC(=C1)Cl)=O)=O N-(quinoxalin-6-yl)-2-{4-[5-chloro-2-(4-chloro-1H-1,2,3-triazol-1-yl)phenyl]-5-methoxy-2-oxopyridin-1(2H)-yl}pentanamide